N[C@@H]1[C@@H](CCC=C1)C(=O)O CIS-2-AMINO-CYCLOHEX-3-ENECARBOXYLIC ACID